C12CNCC(N1C=1C=C3CN(C(C3=C(C1)F)=O)C1C(NC(CC1)=O)=O)C2 3-(5-(3,6-diazabicyclo[3.1.1]heptan-6-yl)-7-fluoro-1-oxoisoindolin-2-yl)piperidine-2,6-dione